4-(4-bromo-phenyl)-4,4-difluoro-butan-1-ol BrC1=CC=C(C=C1)C(CCCO)(F)F